OC[C@H]1N(C\C(\C1)=N/OC)C(=O)C1=CC=C(C=2OCOC21)C2=C(C(=CC=C2)C(F)(F)F)C (S,Z)-(2-(Hydroxymethyl)-4-(methoxyimino)pyrrolidin-1-yl)(7-(2-methyl-3-(trifluoromethyl)phenyl)benzo[d][1,3]dioxol-4-yl)methanone